O1C(CCCC1)O[C@@H]1CO[C@@H]2[C@@H](CO[C@H]12)OC=1N(C2=CC(=C(N=C2N1)Br)F)COCC[Si](C)(C)C {2-[(2-{(1R,4R,5R,8R)-8-(tetrahydro-2H-pyran-2-yloxy)-2,6-dioxabicyclo[3.3.0]oct-4-yloxy}-5-bromo-6-fluoro-1H-1,3,4-triazainden-1-yl)methoxy]ethyl}tris(methyl)silane